bis(para-isocyano-cyclohexyl)ether [N+](#[C-])C1CCC(CC1)OC1CCC(CC1)[N+]#[C-]